C(CCCCCCCCCCCCCCCCCCC)OC[C@@H](OCCCCCCCCCCCCCCCCCCCC)COP(=O)(O)OCC[N+](C)(C)C 1,2-di-arachidyl-sn-glycero-3-phosphorylcholine